BrC1=C2CCCC2=CC(=C1N)F 4-bromo-6-fluoro-indan-5-ylamine